OC(C)(C)C1=CC=C2C(NC(C2=C1)=O)OCCCO 6-(2-hydroxypropan-2-yl)-3-(3-hydroxypropoxy)-2,3-dihydro-1H-isoindol-1-one